CS(=O)(=O)CC1=NC=C(C=C1)[N+](=O)[O-] 2-(methanesulfonylmethyl)-5-nitropyridine